[Si](C1=CC=CC=C1)(C1=CC=CC=C1)(C(C)(C)C)OCCCO 3-[tert-butyl(diphenyl)silyl]oxypropan-1-ol